(3aS,5S,6aR)-2-((S)-2-(3,5-difluoro-4-hydroxyphenyl)-2-hydroxyethyl)-5-phenoxyhexahydrocyclopenta[c]pyrrol FC=1C=C(C=C(C1O)F)[C@@H](CN1C[C@H]2[C@@H](C1)CC(C2)OC2=CC=CC=C2)O